(1s,3s)-N,3-dimethyl-3-((7-(1-methyl-1H-pyrazol-4-yl)imidazo[1,2-c]pyrimidin-5-yl)oxy)cyclobutan-1-amine CNC1CC(C1)(OC1=NC(=CC=2N1C=CN2)C=2C=NN(C2)C)C